4-benzyloxy-2-[2-[2-[[tert-butyl(dimethyl)silyl]oxymethyl]-3,4-difluoro-phenoxy]-4-methyl-5-(trifluoromethyl)-3-pyridyl]-1,6-naphthyridine-5-carboxamide C(C1=CC=CC=C1)OC1=CC(=NC=2C=CN=C(C12)C(=O)N)C=1C(=NC=C(C1C)C(F)(F)F)OC1=C(C(=C(C=C1)F)F)CO[Si](C)(C)C(C)(C)C